4-bromo-10-(2-bromophenyl)-10H-spiro[acridine-9,9'-xanthene] BrC1=CC=CC2=C1N(C1=CC=CC=C1C21C2=CC=CC=C2OC=2C=CC=CC12)C1=C(C=CC=C1)Br